FC1=CC=C(OCC2(CCN(CC2)CC=2C=CC(=NC2)C)C2=NC=CC=C2)C=C1 5-((4-((4-fluorophenoxy)methyl)-4-(pyridin-2-yl)piperidin-1-yl)methyl)-2-methyl-pyridine